CON=CC ethan-1-on-O-methyloxim